(E)-2-((4-((fluorosulfonyl)oxy)phenyl)diazenyl)benzoic acid FS(=O)(=O)OC1=CC=C(C=C1)/N=N/C1=C(C(=O)O)C=CC=C1